C(C)(C)N1[C@H](CC1)COC1=C(N(N=C1)C)C1=CC=2N(C=C1)N=C(C2)NC(=O)C2CC2 N-[5-[4-[[(2R)-1-isopropylazetidin-2-yl]methoxy]-2-methyl-pyrazol-3-yl]pyrazolo[1,5-a]pyridin-2-yl]cyclopropanecarboxamide